4-fluoro-3-(trifluoromethoxy)benzoic acid FC1=C(C=C(C(=O)O)C=C1)OC(F)(F)F